3-bromothieno[3,2-c]pyridin-6-ol BrC1=CSC2=C1C=NC(=C2)O